ClC1=C(C(=O)OC)C=CC(=C1)OC1=CC=CC=2C=C(OC21)C methyl 2-chloro-4-((2-methylbenzofuran-7-yl)oxy)benzoate